6-Cyclopropyl-3-methoxy-2-methylaniline C1(CC1)C1=CC=C(C(=C1N)C)OC